(7S)-7-[(2R,4S)-2-methyl-4-({4-[methyl(methylimino)oxo-λ6-sulfanyl]phenoxy}methyl)pyrrolidin-1-yl]-5,6,7,8-tetrahydronaphthalene-2-carbonitrile C[C@H]1N(C[C@H](C1)COC1=CC=C(C=C1)S(=O)(=NC)C)[C@H]1CCC=2C=CC(=CC2C1)C#N